FC(C)(F)C1=NC(=CC(=N1)NC1=CC(=NC=C1C1=NN(C=C1)C)NC(C)=O)CC N-(4-((2-(1,1-difluoroethyl)-6-ethylpyrimidin-4-yl)amino)-5-(1-methyl-1H-pyrazol-3-yl)pyridin-2-yl)acetamide